FC(F)SC=1C=C(OC2=CC(=C(C=C2C)C(=N)N(C)CC)C)C=CC1 (4-{3-[(difluoromethyl)sulfanyl]phenoxy}-2,5-dimethylphenyl)-N-ethyl-N-methylformamidine